FC=1C=C(C=C(C1)F)N1CC(C1)CC(=O)[O-].[Li+] lithium 2-(1-(3,5-difluorophenyl)azetidin-3-yl)acetate